ClC1=NC(=C2C(=N1)N(N=C2)[C@H]2[C@@H]([C@@H]([C@H](O2)COC(CC=2N=NNN2)(C)P(O)(O)=O)O)O)NC2CCCC2 (2-(((2R,3S,4R,5R)-5-(6-chloro-4-(cyclopentylamino)-1H-pyrazolo[3,4-d]pyrimidin-1-yl)-3,4-dihydroxytetrahydrofuran-2-yl)methoxy)-1-(2H-tetrazol-5-yl)propan-2-yl)phosphonic acid